FC1(C(C(=CC=C1)N=C=O)C)C 3-fluoro-2,3-dimethylphenyl isocyanate